C(=O)(OC(C)(C)C)N1C[C@@H]([C@@H](C1)CC(=O)O)CC(=O)O (3R,4S)-N-Boc-3,4-pyrrolidinediacetic acid